Br(=O)O.C1(=CC(=CC=C1)C/C=C/N1C(SCC1)=O)C1=CC=CC=C1 (E)-3-(3-([1,1'-biphenyl]-3-yl)propenyl)thiazolidin-2-one Bromit